FC1(C(COC1)N=C(N([C@@H](C)C1=CC=NC=C1)C)SC)F 3-(4,4-difluorotetrahydrofuran-3-yl)-1,2-dimethyl-1-[(1S)-1-(4-pyridyl)ethyl]isothiourea